N1(CCC1)C1=C(C=C(C=C1)NC1=NC=2N(C(=C1)NC1CC1)N=CC2C#N)C[S@](=O)C |r| (±)-5-((4-(Azetidin-1-yl)-3-((methylsulfinyl)methyl)phenyl)amino)-7-(cyclopropylamino)pyrazolo[1,5-a]pyrimidin-3-carbonitril